[Fe+2].[NH4+].[Na+] sodium (ammonium) iron